CN(CCOC)C(CNC(CN(C(C(NC(CCN(CCC(=O)O)C(C=C)=O)=O)C)=O)C)=O)=O 5,11,13-trimethyl-6,9,12,15-tetraoxo-18-acryloyl-2-oxa-5,8,11,14,18-pentaazaheneicosane-21-oic acid